C(C)OC(CCC(=O)C1=NC2=C(C=CC=C2C(=C1O)C#N)C1=C(C=CC=C1)C(F)(F)F)=O 4-[4-cyano-3-hydroxy-8-(2-trifluoromethyl-phenyl)-quinolin-2-yl]-4-oxo-butyric acid ethyl ester